1,4-dibromo-2,5-bis(octyloxy)benzene BrC1=C(C=C(C(=C1)OCCCCCCCC)Br)OCCCCCCCC